N-(allyloxycarbonyl)glycine C(C=C)OC(=O)NCC(=O)O